3-methoxy-N-(5-((6-morpholino-pyridin-3-yl)oxy)thiazol-2-yl)cyclobutane-1-carboxamide COC1CC(C1)C(=O)NC=1SC(=CN1)OC=1C=NC(=CC1)N1CCOCC1